trans-(±)-2-(1-methyl-1H-pyrazol-5-yl)cyclopropane-1-carboxylic Acid CN1N=CC=C1[C@H]1[C@@H](C1)C(=O)O |r|